cyclopropyl-(6-phenyl-pyridin-3-yl)-methanone C1(CC1)C(=O)C=1C=NC(=CC1)C1=CC=CC=C1